(1-(4-(3-(6-methoxypyridin-3-yl)-1H-pyrrolo[2,3-b]pyridin-5-yl)benzyl)piperidin-3-yl)methanol COC1=CC=C(C=N1)C1=CNC2=NC=C(C=C21)C2=CC=C(CN1CC(CCC1)CO)C=C2